FC(C1(CC=CC=C1)C=C)(F)F 3-(trifluoromethyl)-3-vinylbenzene